O[C@H]1[C@H](C2=CC=CC=C2C1)NC(OC(C)(C)C)=O tert-Butyl (1S,2R)-2-hydroxy-2,3-dihydro-1H-inden-1-ylcarbamate